C1CC12CCN(CC2)C(=O)C2=CC=1C(=C3C4(NC(NC3=C(C1)Cl)=O)CCCCC4)O2 2'-{6-azaspiro[2.5]octane-6-carbonyl}-5'-chloro-7',8'-dihydro-6'H-spiro[cyclohexane-1,9'-furo[2,3-f]quinazoline]-7'-one